1-(5-chloro-2-hydroxymethylphenyl)-3-(3-trifluoromethylsulphanylphenyl)urea ClC=1C=CC(=C(C1)NC(=O)NC1=CC(=CC=C1)SC(F)(F)F)CO